tert-butyl 4-(3-{4-amino-2-butyl-1-[(2,2,5-trimethyl-1,3-dioxan-5-yl)methyl]-1H-imidazo[4,5-c]quinolin-7-yl}propyl)piperazine-1-carboxylate NC1=NC=2C=C(C=CC2C2=C1N=C(N2CC2(COC(OC2)(C)C)C)CCCC)CCCN2CCN(CC2)C(=O)OC(C)(C)C